3-chloro-2-hydroxypropylethylmethyllaurylammonium chloride [Cl-].ClCC(C[N+](CCCCCCCCCCCC)(C)CC)O